C(C)N1NN=CC=C1 N-ethyltriazine